4-ethyl-1,4-nonadiene C(C)C(CC=C)=CCCCC